2-[3'-tert-butyl-5'-(methacryloxypropyl)-2'-hydroxyphenyl]-5-chlorobenzotriazole C(C)(C)(C)C=1C(=C(C=C(C1)CCCOC(C(=C)C)=O)N1N=C2C(=N1)C=CC(=C2)Cl)O